5-(4-(4-Isopropylpiperazin-1-yl)phenyl)-6-(quinolin-5-yl)-7,8-dihydronaphthalen-2-ol C(C)(C)N1CCN(CC1)C1=CC=C(C=C1)C=1C=2C=CC(=CC2CCC1C1=C2C=CC=NC2=CC=C1)O